ClC1=CC=C(N=N1)N[C@H](C(=O)NC1=CC=C2C(=C1)NC(C21CCOCC1)=O)C1CCCCC1 (2S)-2-[(6-Chloropyridazin-3-yl)amino]-2-cyclohexyl-N-(2-oxospiro[1H-indole-3,4'-oxane]-6-yl)acetamide